C(#N)C1=CC(=C(C=C1)C=1CCCC2=C(C1C1=CC=C(C=C1)C=C1CN(C1)CCCF)C=CC(=C2)C(=O)O)C 8-(4-cyano-2-methylphenyl)-9-(4-((1-(3-fluoropropyl)azetidin-3-ylidene)methyl)phenyl)-6,7-dihydro-5H-benzo[7]annulene-3-carboxylic acid